C(C1=CC=CC=C1)N(C(O)=O)[C@@H](C1CCC(CC1)(F)F)C=1N=C2N(N=C(C(=C2)Cl)CCl)C1.C[C@H]1[C@@H](C(CC=C1)(C)C)C(\C=C\C)=O |&1:33,34| (E)-1-((1SR,2RS)-2,6,6-trimethylcyclohex-3-en-1-yl)but-2-en-1-one benzyl-(S)-((7-chloro-6-(chloromethyl)imidazo[1,2-b]pyridazin-2-yl)(4,4-difluorocyclohexyl)methyl)carbamate